CCCCC/C=C\\C/C=C\\CCCC(=O)SCCNC(=O)CCNC(=O)[C@@H](C(C)(C)COP(=O)(O)OP(=O)(O)OC[C@@H]1[C@H]([C@H]([C@@H](O1)N2C=NC3=C(N=CN=C32)N)O)OP(=O)(O)O)O The molecule is an unsaturated fatty acyl-CoA that results from the formal condensation of the thiol group of coenzyme A with the carboxy group of cis,cis-tetradeca-5,8-dienoic acid It is an unsaturated fatty acyl-CoA, a long-chain fatty acyl-CoA and an 11,12-saturated fatty acyl-CoA.